C(C)(C)(C)C1=CC=C(C(=C)C(F)(F)F)C=C1 4-t-butyl-α-(trifluoromethyl)styrene